5-cyano-N-[2-(trifluoromethyl)pyridin-3-yl]pyridine-3-carboxamide C(#N)C=1C=C(C=NC1)C(=O)NC=1C(=NC=CC1)C(F)(F)F